NC=1SC=C(N1)C=1N=NN(C1)[C@@H]1[C@H]([C@@H](SC=2C=NC(=C(C2)Br)C(F)(F)F)O[C@@H]([C@@H]1O)CO)O 5-bromo-6-trifluoromethylpyridine-3-yl 3-[4-(2-aminothiazol-4-yl)-1H-1,2,3-triazol-1-yl]-3-deoxy-1-thio-α-D-galactopyranoside